FC1=C2C3(CN(C2=CC=C1)C(=O)C=1C=C(C=CC1)NC(=O)NC(C)C)CCCC3 1-[3-({4'-fluoro-1',2'-dihydrospiro[cyclopentane-1,3'-indol]-1'-yl}carbonyl)phenyl]-3-(propan-2-yl)urea